NC1=C(C#N)C=C(C=N1)C=1C=C2N(N1)CC[C@]21CN(CC1)[C@H](CC)C=1NC=CN1 2-amino-5-{(3R)-1-[(1R)-1-(1H-imidazol-2-yl)propyl]-5',6'-dihydrospiro[pyrrolidine-3,4'-pyrrolo[1,2-b]pyrazol]-2'-yl}nicotinonitrile